(3-bromopropoxy)(tert-butyl)dimethylsilane BrCCCO[Si](C)(C)C(C)(C)C